dimethyl-aniline CN(C1=CC=CC=C1)C